C(C)(C)(C)N1N=C(C=C1)C=1NC2=CC=C(C=C2C1)SC(C(=O)O)(C)C 2-((2-(1-(tert-butyl)-1H-pyrazol-3-yl)-1H-indol-5-yl)thio)-2-methylpropanoic acid